C(#N)C=1C=C(C=CC1)C=1N=C(SC1C1=CC(=NC(=C1)C)C)NC(=O)N1CCC(CC1)C(=O)N N1-[4-(3-cyanophenyl)-5-(2,6-dimethyl-4-pyridinyl)thiazol-2-yl]piperidin-1,4-dicarboxamide